NC(C(O)C1=CC=C(C=C1)N)CO 2-amino-1-(4-aminophenyl)propane-1,3-diol